2-Amino-7-fluoro-4-(5-fluoro-3-((3S,4S)-3-hydroxy-4-(isopropyl(methyl)amino)pyrrolidin-1-yl)-7,9-dihydrofuro[3,4-f]quinazolin-6-yl)thieno[3,2-c]pyridine-3-carbonitrile NC1=C(C=2C(=NC=C(C2S1)F)C=1C2=C(C=3C=NC(=NC3C1F)N1C[C@@H]([C@H](C1)N(C)C(C)C)O)COC2)C#N